ClC1=NC=C(C(=C1)N1C(C=C(C=C1C)OC(C)C1=NC=C(C=C1F)F)=O)C 2'-chloro-4-(1-(3,5-difluoropyridin-2-yl)ethoxy)-5',6-dimethyl-2H-[1,4'-bipyridin]-2-one